2-((S)-2,2-dimethylcyclopropane-1-carbonyl)-2,6-diazaspiro[3.4]Octane-8-carboxamide CC1([C@H](C1)C(=O)N1CC2(C1)CNCC2C(=O)N)C